4-cyanopyrrolidine-2-carboxamide C(#N)C1CC(NC1)C(=O)N